[1,8]naphthyridin-5(1H)-one N1C=CC=C2C(C=CN=C12)=O